2-tert-butyl-6-methyl-4-{3-[(2,4,8,10-tetra-tert-butyldibenzo[d,f][1,3,2]dioxaphosphepine-6-yl)oxy]propyl}phenol C(C)(C)(C)C1=C(C(=CC(=C1)CCCOP1OC2=C(C3=C(O1)C(=CC(=C3)C(C)(C)C)C(C)(C)C)C=C(C=C2C(C)(C)C)C(C)(C)C)C)O